C1(CCC1)NC1=NC(=NC=C1C(=O)N)NC1CCOCC1 4-(cyclobutylamino)-2-(tetrahydro-2H-pyran-4-ylamino)pyrimidine-5-carboxamide